1,2-difluoronaphthalene FC1=C(C=CC2=CC=CC=C12)F